(3S,4R)-3-fluoro-1-((R)-2-hydroxy-3-methoxypropyl)piperidin F[C@@H]1CN(CCC1)C[C@H](COC)O